4-bromo-2,6-dichloro-N-[2-(2-chlorophenyl)-2,2-difluoroethyl]benzene-1-sulfonamide BrC1=CC(=C(C(=C1)Cl)S(=O)(=O)NCC(F)(F)C1=C(C=CC=C1)Cl)Cl